2-[1-[3,6-Dimethyl-4-oxo-2-[2-(trifluoromethyl)imidazo[1,2-a]pyridin-6-yl]chromen-8-yl]ethylamino]benzoic acid CC1=C(OC2=C(C=C(C=C2C1=O)C)C(C)NC1=C(C(=O)O)C=CC=C1)C=1C=CC=2N(C1)C=C(N2)C(F)(F)F